capric acid octylamine salt C(CCCCCCC)N.OC(=O)CCCCCCCCC